CN(CCCNCCCNC(=O)C1=CC2=C(N=C(S2)SC)C=C1)C N-(3-((3-(dimethylamino)propyl)amino)propyl)-2-(methylthio)benzo[d]thiazole-6-carboxamide